tert-Butyl (2R,4S)-2-(hydroxymethyl)-4-((2-oxo-1,2,3,4-tetrahydroquinolin-7-yl)oxy)pyrrolidin-1-carboxylate OC[C@@H]1N(C[C@H](C1)OC1=CC=C2CCC(NC2=C1)=O)C(=O)OC(C)(C)C